N1C[C@@H](CC1)NC=1C=C2C(=CN=NC2=CC1)N[C@H](C)C=1C=C(C#N)C=CC1 3-((R)-1-(6-((R)-pyrrolidin-3-ylamino)cinnolin-4-ylamino)ethyl)benzonitrile